BrC1=CN=C(S1)N1CC(CC1)F 5-bromo-2-(3-fluoropyrrolidin-1-yl)thiazole